4-amino-α-methoxy-α-methyl-benzyl alcohol NC1=CC=C(C(C)(OC)O)C=C1